OC1=C(C=C(C=C1C)C)N1N=C2C(=N1)C=CC=C2 2-(2'-hydroxy-3',5'-dimethylphenyl)-benzotriazole